C1(CC1)C1=NN(C2=C(C=CC=C12)OCC1=NC=CC=C1)C1=CC=CC=C1 3-cyclopropyl-1-phenyl-7-(pyridin-2-ylmethoxy)-1H-indazole